(S)-3-((tert-butyldiphenylsilyl) oxy)-2-methylpropyl 4-methylbenzenesulfonate CC1=CC=C(C=C1)S(=O)(=O)OC[C@H](CO[Si](C1=CC=CC=C1)(C1=CC=CC=C1)C(C)(C)C)C